N12C[C@H](C(CC1)CC2)NC2=C(C=CC=C2)S(=O)(=O)NC2=C(C1=C([C@@H]3[C@H](CO1)C3)C=C2)C(=O)O |&1:23,24| (1aRS,7bSR)-5-{2-[((S)-1-azabicyclo[2.2.2]oct-3-yl)amino]benzenesulfonyl-amino}-1,1a,2,7b-tetrahydrocyclopropa[c]benzopyran-4-carboxylic acid